acryloyloxynaphthalene-1,2,6-tricarboxylate C(C=C)(=O)OC1=C(C(=C2C=CC(=CC2=C1)C(=O)[O-])C(=O)[O-])C(=O)[O-]